C(C1=CC=CC=C1)OC=1C=C2C(=C(N(C2=CC1)CC1=CC=C(C=C1)CCO)C1=C(C=CC=C1)C(F)(F)F)F 2-(4-((5-(benzyloxy)-3-fluoro-2-(2-(trifluoromethyl)phenyl)-1H-indol-1-yl)methyl)phenyl)ethan-1-ol